(3S*,4S*)-1-(4-((3S,4S)-3-methoxy-4-(tetradecylcarbamoyl)pyrrolidine-1-carbonyl)benzoyl)-N3,N4-bis((1S,2R)-2-phenylcyclopropyl)pyrrolidine-3,4-dicarboxamide CO[C@@H]1CN(C[C@@H]1C(NCCCCCCCCCCCCCC)=O)C(=O)C1=CC=C(C(=O)N2C[C@H]([C@@H](C2)C(=O)N[C@@H]2[C@H](C2)C2=CC=CC=C2)C(=O)N[C@@H]2[C@H](C2)C2=CC=CC=C2)C=C1 |o1:34,35|